tert-butyl-4-(3-((1-isopropyl-5-chloro-1H-indol-3-yl)sulfonyl)phenyl)piperazine C(C)(C)(C)N1CCN(CC1)C1=CC(=CC=C1)S(=O)(=O)C1=CN(C2=CC=C(C=C12)Cl)C(C)C